2-[2-(8-chloro-4-oxo-chromen-2-yl)phenoxylethyl]azetidine-3-carboxylic acid ClC=1C=CC=C2C(C=C(OC12)C1=C(OCCC2NCC2C(=O)O)C=CC=C1)=O